C(CCC)C=1N=C(C(=NC1)C1=CC=C(C=C1)OC)N1CCNCC1 5-butyl-2-(4-methoxyphenyl)-3-piperazin-1-yl-pyrazine